N1CC(C1)C=1C=NC=CC1N1CCN(CC1)C(COC1=CC=C(C=C1)C1C(NC(CC1)=O)=O)=O 3-(4-(2-(4-(3-(azetidin-3-yl)pyridin-4-yl)piperazin-1-yl)-2-oxoethoxy)phenyl)piperidine-2,6-dione